2-(1-(((tert-butyldimethylsilyl)oxy)methyl)cyclopropyl)-2-hydroxyacetic acid [Si](C)(C)(C(C)(C)C)OCC1(CC1)C(C(=O)O)O